N1CCC(CC1)CNC(C1=CC=CC=C1)=O N-(piperidin-4-ylmethyl)benzamide